N1(CCC1)C(=O)C1=CC=2N=C(N=C(C2O1)N1CCOCC1)NC1=CC(=NN1)C1=CC=CC=C1 azetidin-1-yl(4-morpholino-2-((3-phenyl-1H-pyrazol-5-yl)amino)furo[3,2-d]pyrimidin-6-yl)methanone